(E)-5-(2-(chroman-6-yl)vinyl)-2-hydroxy-3-methoxybenzaldehyde O1CCCC2=CC(=CC=C12)/C=C/C=1C=C(C(=C(C=O)C1)O)OC